(S)-4-(5-(3-((2-(3-carboxypropanoyl)benzo[b]thiophen-6-yl)oxy)propoxy)-6-methoxybenzo[b]thiophen-2-yl)-2-methyl-4-oxobutanoic acid C(=O)(O)CCC(=O)C1=CC2=C(S1)C=C(C=C2)OCCCOC2=CC1=C(SC(=C1)C(C[C@@H](C(=O)O)C)=O)C=C2OC